1-(6-(trimethylstannyl)pyrimidin-4-yl)cyclobutane-1-carbonitrile C[Sn](C1=CC(=NC=N1)C1(CCC1)C#N)(C)C